ClC1=C(C2=C(NC(O[C@@]23CN(CC3)C(=O)C=3NC=C(N3)[C@@H](CC)C3=CC=C(C=C3)F)=O)C=C1)F |o1:20| (4R)-6-Chloro-5-fluoro-1'-(4-((S or R)-1-(4-fluorophenyl)propyl)-1H-imidazole-2-carbonyl)spiro[benzo[d][1,3]oxazine-4,3'-pyrrolidin]-2(1H)-one